C(C)(C)(C)OC(=O)NC(C)C1=C(C(=O)O)C=CC=C1 1-((tert-butoxycarbonyl)amino)ethylbenzoic acid